C(C)(C)(C)OC1=NC(=NC2=C(C(=C(C=C12)F)C1=CC(=CC2=CC=CC(=C12)C#C[Si](C(C)C)(C(C)C)C(C)C)OCOC)F)SC 4-(tert-butoxy)-6,8-difluoro-7-(3-(methoxymethoxy)-8-((triisopropylsilyl)ethynyl)naphthalen-1-yl)-2-(methylthio)quinazoline